(4-acetylphenyl)-5-(2-nitrophenyl)-2-(4-(trifluoromethyl)phenyl)oxazole-4-carboxamide C(C)(=O)C1=CC=C(C=C1)NC(=O)C=1N=C(OC1C1=C(C=CC=C1)[N+](=O)[O-])C1=CC=C(C=C1)C(F)(F)F